tert-butyl (3S)-4-(7-(1-cyanopiperidin-3-yl)-5-cyclopropyl-7H-pyrrolo[2,3-d]pyrimidin-4-yl)-3-methylpiperazine-1-carboxylate C(#N)N1CC(CCC1)N1C=C(C2=C1N=CN=C2N2[C@H](CN(CC2)C(=O)OC(C)(C)C)C)C2CC2